dicyclopentyl-(4-methoxyphenyl)chloromethylpalladium C1(CCCC1)[Pd](CCl)(C1=CC=C(C=C1)OC)C1CCCC1